FC(S(=O)(=O)OC=1CCN(CC1)[C@@H]1CC[C@H](CC1)NC(=O)OC(C)(C)C)(F)F trans-1-(4-((tert-butoxycarbonyl)amino)cyclohexyl)-1,2,3,6-tetrahydropyridin-4-yl trifluoromethanesulfonate